ClC1=CC=CC(=N1)C(=O)NC1=CC(=NC=C1C(F)(F)F)N1C[C@@H](O[C@@H](C1)C)C 6-chloro-N-(2-((2S,6R)-2,6-dimethylmorpholino)-5-(trifluoromethyl)pyridin-4-yl)picolinamide